((5-(benzo[b]thiophen-3-yl)-6-isopropyl-1H-pyrazolo[4,3-g]isoquinolin-8-yl)imino)dimethyl-λ6-sulfanone S1C2=C(C(=C1)C1=C(N=C(C3=CC4=C(C=C13)C=NN4)N=S(=O)(C)C)C(C)C)C=CC=C2